C(C)[C@@H]1C[C@H](N(C1)C(=O)OC(C)(C)C)C=O (2S,4R)-tert-butyl 4-ethyl-2-formyl-pyrrolidine-1-carboxylate